(5R)-2-(1,5-dimethylpyrazol-4-yl)-N-[(3S)-9-fluoro-2-oxo-5-phenyl-1,3-dihydro-1,4-benzodiazepine-3-yl]-5-methyl-6,7-dihydro-5H-pyrazolo[5,1-b][1,3]Oxazine-3-carboxamide CN1N=CC(=C1C)C1=NN2C(O[C@@H](CC2)C)=C1C(=O)N[C@@H]1C(NC2=C(C(=N1)C1=CC=CC=C1)C=CC=C2F)=O